4-(3-(4-((cyclopentylmethyl)amino)piperidin-1-yl)propoxy)-7H-furo[3,2-g]chromen-7-one C1(CCCC1)CNC1CCN(CC1)CCCOC1=C2C=CC(OC2=CC2=C1C=CO2)=O